NCCC[Si](OC)(OC)OC aminopropyltrimethoxysilan